ethyl 4-(2,6-dichloro-4-(2,4-difluorophenyl) pyridin-3-yl)-2-oxobutanoate ClC1=NC(=CC(=C1CCC(C(=O)OCC)=O)C1=C(C=C(C=C1)F)F)Cl